(S)-3-methyl-5-(((4-(4-(trifluoromethyl)phenyl)phthalazin-1-yl)amino)methyl)oxazolidin-2-one CN1C(O[C@H](C1)CNC1=NN=C(C2=CC=CC=C12)C1=CC=C(C=C1)C(F)(F)F)=O